methyl (Z)-3-(2-(pyridin-4-yl)vinyl)benzoate N1=CC=C(C=C1)\C=C/C=1C=C(C(=O)OC)C=CC1